C(C1=CC=CC=C1)OC1C(CC1)(O)C 2-(benzyloxy)-1-methylcyclobutan-1-ol